8-Chloro-2-[1-(3,3-difluorocyclobutyl)pyrazol-4-yl]-7-[(2-methyl-3H-benzimidazol-5-yl)oxy]quinoxaline ClC=1C(=CC=C2N=CC(=NC12)C=1C=NN(C1)C1CC(C1)(F)F)OC1=CC2=C(N=C(N2)C)C=C1